2-(3-(diethoxymethyl)phenyl)thiophene C(C)OC(C=1C=C(C=CC1)C=1SC=CC1)OCC